C(C)(C)(C)OC([C@@H](NCC(=O)NC1=C(C=CC(=C1)Cl)N1N=NN=C1)CC1=CC=CC=C1)=O (2-((5-Chloro-2-(1H-tetrazol-1-yl)phenyl)amino)-2-oxoethyl)phenylalanine tert-butyl ester